2-(tert-butyldimethylsilyloxy)acetic acid [Si](C)(C)(C(C)(C)C)OCC(=O)O